2-(picolinamido)succinamide N1=C(C=CC=C1)C(=O)NC(C(=O)N)CC(=O)N